COC=1C=C2C=CC=NC2=C(C1)NS(=O)(=O)C1=CC=C(C)C=C1 N-(6-methoxy-8-quinolinyl)-p-Toluenesulfonamide